C(CCCCCC=C)C1OC1 (7-octenyl)oxirane